O[C@](CC(=O)SCCNC(CCNC([C@@H](C(COP(OP(OC[C@@H]1[C@H]([C@H]([C@@H](O1)N1C=NC=2C(N)=NC=NC12)O)OP(=O)(O)O)(=O)O)(=O)O)(C)C)O)=O)=O)(CC(=O)O)C (S)-3-hydroxy-3-methylglutaryl-coenzyme A